1-ethylimidazolium hydrogen carbonate C(O)([O-])=O.C(C)N1C=[NH+]C=C1